CN(C=1C=C(C=CC1)[C@H](C)C1=C(C=CC2=C1NC(=NS2(=O)=O)NCC2=CC(=CC=C2)F)F)C (S)-5-(1-(3-(dimethylamino)phenyl)ethyl)-6-fluoro-3-((3-fluorobenzyl)amino)-4H-benzo[e][1,2,4]thiadiazine 1,1-dioxide